C1(=CC=CC=C1)[Si](N1CCC(CC1)CCCC1CCN(CC1)[Si](C)(C)C1=CC=CC=C1)(C)C 1,3-bis(1-(phenyldimethylsilyl)piperidin-4-yl)propane